NC1=NN2C(C=C(C=C2)C=2C=C(C(=NC2)C)C(=O)NCC=2C(=NC=CC2)OCC2CCC2)=N1 5-{2-amino-[1,2,4]triazolo-[1,5-a]pyridin-7-yl}-N-{[2-(cyclobutylmethoxy)-pyridin-3-yl]methyl}-2-methylpyridine-3-carboxamide